CC1=NN2C(N=C(C(=C2C)O[C@H]2CNCC2)C)=N1 (R)-2,5,7-trimethyl-6-(pyrrolidin-3-yloxy)-[1,2,4]triazolo[1,5-a]pyrimidine